C(=O)O.NCCC=1C=C(CN2N=C(C(=C2)C2=CN=C3N2C=CN=C3NC3=CC(=C(C(=O)NC)C=C3)Cl)C(F)(F)F)C=CC1 4-((3-(1-(3-(2-aminoethyl)benzyl)-3-(trifluoromethyl)-1H-pyrazol-4-yl)imidazo[1,2-a]pyrazin-8-yl)amino)-2-chloro-N-methylbenzamide formate